COC1=C(CN2CCCC23CCN(CC3)C(=O)OC(C(F)(F)F)C(F)(F)F)C=CC=C1 1,1,1,3,3,3-hexafluoropropan-2-yl 1-(2-methoxybenzyl)-1,8-diazaspiro[4.5]decane-8-carboxylate